Cyclopropyl (R)-3-amino-2-(((benzyloxy)carbonyl)amino)propanoate NC[C@H](C(=O)OC1CC1)NC(=O)OCC1=CC=CC=C1